1-(2-hydroxyethoxy)Cyclopropane-1-carboxylic acid OCCOC1(CC1)C(=O)O